(R)-1-(7-(8-chloronaphthalen-1-yl)-8-fluoro-2-((tetrahydro-1H-pyrrolizin-7a(5H)-yl)methoxy)pyrido[4,3-d]pyrimidin-4-yl)piperidin-3-ol ClC=1C=CC=C2C=CC=C(C12)C1=C(C=2N=C(N=C(C2C=N1)N1C[C@@H](CCC1)O)OCC12CCCN2CCC1)F